FC1=C(C(Br)Br)C(=CC=C1)F 2,6-difluorobromobenzyl bromide